3-(5-(3-(isopropylamino)-7-(pyrrolidin-1-ylmethyl)-1H-pyrazolo[4,3-b]pyridin-5-yl)-1-oxoisoindolin-2-yl)piperidine-2,6-dione C(C)(C)NC1=NNC=2C1=NC(=CC2CN2CCCC2)C=2C=C1CN(C(C1=CC2)=O)C2C(NC(CC2)=O)=O